OC1CN(CC1C)C(=O)OC(C)(C)C tert-butyl 3-hydroxy-4-methyl-pyrrolidine-1-carboxylate